N-(4-(Bis(cyclopropylmethyl)amino)-2-chlorophenyl)-5-chloro-2-hydroxybenzamide C1(CC1)CN(C1=CC(=C(C=C1)NC(C1=C(C=CC(=C1)Cl)O)=O)Cl)CC1CC1